[Co+].C(C)P([O-])([O-])(CC)CC.C\C(=C(/C(=O)OC1C=CC=C1)\C)\C(=O)[O-].[Co+].[Co+] cyclopentadienyl (dimethyl fumarate) (triethyl phosphonite) cobalt (I)